C1(CC1)N1CC=2N(CC1)N=C(C2C2=CC(=NC=C2)NC(C)=O)C2=CC=C(C=C2)F N-(4-(5-cyclopropyl-2-(4-fluorophenyl)-4,5,6,7-tetrahydropyrazolo[1,5-a]pyrazin-3-yl)pyridin-2-yl)acetamide